N-Octylbenzothiazolium C(CCCCCCC)[N+]1=CSC2=C1C=CC=C2